COC=1C=C2C=CN=C(C2=C(C1)C)N(C(C1=CC=C(C=C1)C=1N=NN(C1)C)=O)[C@H]1CNCCC1 (R)-N-(6-methoxy-8-methylisoquinolin-1-yl)-4-(1-methyl-1H-1,2,3-triazol-4-yl)-N-(piperidin-3-yl)benzamide